ClC1=CC=C2C(=N1)N=C(O2)NC2CCCN1CCCC21 (rac)-(5-Chlorooxazolo[4,5-b]pyridin-2-yl)-indolizidin-8-yl-amine